ClC=1C=C(C=C(C1)F)NC(=O)C1CC2(CN(C2)CC(NC(C)(C)CC)=O)C1 N-(3-chloro-5-fluorophenyl)-2-(2-oxo-2-(tert-pentylamino)ethyl)-2-azaspiro[3.3]heptane-6-carboxamide